5-(ethoxymethyl)tetrazolo[1,5-a]pyridine C(C)OCC1=CC=CC=2N1N=NN2